1,3-di-o-tolylpropane-1,3-dione C1(=C(C=CC=C1)C(CC(=O)C1=C(C=CC=C1)C)=O)C